(S)-N8-(3,3-Dimethylbutan-2-yl)-N2-(2-methoxy-6-methyl-5,6,7,8-tetrahydro-1,6-Naphthyridin-3-yl)pyrido[3,4-d]pyrimidine-2,8-diamine CC([C@H](C)NC1=NC=CC2=C1N=C(N=C2)NC=2C(=NC=1CCN(CC1C2)C)OC)(C)C